N-((S)-1-(4-((4-cyclopropyl-1,5-naphthyridin-3-yl)amino)phenyl)-2,2,2-trifluoroethyl)-N,1-dimethylpiperidine-3-carboxamide C1(CC1)C1=C(C=NC2=CC=CN=C12)NC1=CC=C(C=C1)[C@@H](C(F)(F)F)N(C(=O)C1CN(CCC1)C)C